C(=O)O.C(=O)O.C1(CC1)[C@H]1CN(CCN1)C=1N=NC(=CN1)C1=C(C=C(C=C1)C1=NC(=C2NC(=NC2=N1)C)C)O 2-{3-[(3S)-3-cyclopropylpiperazin-1-yl]-1,2,4-triazin-6-yl}-5-(6,8-dimethyl-7H-purin-2-yl)phenol diformate